ClC1=CC=C2C=CN=C(C2=C1)OCCN1CCN(CC1)C 7-Chloro-1-(2-(4-methylpiperazin-1-yl)ethoxy)isoquinoline